4-[(1S)-1-[[4-(tert-butoxycarbonylamino)tetrahydropyran-4-carbonyl]amino]ethyl]benzoic acid methyl ester COC(C1=CC=C(C=C1)[C@H](C)NC(=O)C1(CCOCC1)NC(=O)OC(C)(C)C)=O